[2-amino-3-bromo-5-(trifluoromethyl)phenyl]-cyclopropyl-methanone NC1=C(C=C(C=C1Br)C(F)(F)F)C(=O)C1CC1